FC(C1=NC=C(C=N1)N1C[C@@H](CC1)NC(OC(C)(C)C)=O)(F)F Tert-butyl (R)-(1-(2-(trifluoromethyl)pyrimidin-5-yl)pyrrolidin-3-yl)carbamate